CC(CCCCCCCCCCCCCCCC)[K] 2-octadecyl-potassium